Dimethyl 2-(2,2-difluoroethoxy)malonate FC(COC(C(=O)OC)C(=O)OC)F